(4-(benzyloxy)-3-chlorophenyl)-3-(5-bromo-1H-indol-1-yl)-1,2,4-oxadiazole C(C1=CC=CC=C1)OC1=C(C=C(C=C1)C1=NC(=NO1)N1C=CC2=CC(=CC=C12)Br)Cl